[(2R,5S)-4-benzyl-5-(4-fluorophenyl)-2-methyl-piperazin-1-yl]-(1-methylcyclopropyl)methanone C(C1=CC=CC=C1)N1C[C@H](N(C[C@@H]1C1=CC=C(C=C1)F)C(=O)C1(CC1)C)C